ClC1=NC(=CC=C1C(=O)NS(=O)(=O)C1=NC(=CC=C1)NCCC(C1=CC=CC=C1)C1CNC(C1)(C)C)N1N=C(C=C1)OCCC1(CC1)C(F)(F)F 2-chloro-N-[[6-[[3-(5,5-dimethylpyrrolidin-3-yl)-3-phenyl-propyl]amino]-2-pyridyl]sulfonyl]-6-[3-[2-[1-(trifluoromethyl)cyclopropyl]ethoxy]pyrazol-1-yl]pyridine-3-carboxamide